bis(cyclopentadienyl)-bis[2,6-difluoro-3-(2-(1H-pyrrol-1-yl)ethyl)phenyl]titanium C1(C=CC=C1)[Ti](C1=C(C(=CC=C1F)CCN1C=CC=C1)F)(C1=C(C(=CC=C1F)CCN1C=CC=C1)F)C1C=CC=C1